O[C@H]1CN(CC[C@@H]1[C@@H]1N2C(C3=CC=CC=C13)=CN=C2)S(=O)(=O)N(C)C (3R,4R)-3-hydroxy-4-((S)-5H-imidazo[5,1-a]isoindol-5-yl)-N,N-dimethylpiperidine-1-sulfonamide